ClC1=C(CN2CC3(C2)CCN(CC3)C(=O)OC=3C=NC=C(C3)C(F)(F)F)C=CC(=C1OC1=CC=CC=C1)Cl 5-(Trifluoromethyl)pyridin-3-yl 2-(2,4-dichloro-3-phenoxybenzyl)-2,7-diazaspiro[3.5]nonane-7-carboxylate